C(C=C)C(C)(C)CC 2-allyl-2-ethyl-propane